OC=1C=C(C=CC1O)C1NC=2C3=C(C=CC2C=2CCCC(C12)=O)C=CC=C3 6-(3,4-dihydroxyphenyl)-6,8,9,10-tetrahydrobenzo[c]phenanthridin-7(5H)-one